COC1CCN(CC1)C1=NC=CC(=N1)NC=1N=CC2=C(C=CC(=C2C1)[C@H]1N(CCC1)C(C=C)=O)N1[C@@H]([C@H](C1)CS(=O)(=O)C(F)(F)F)C 1-((S)-2-(3-((2-(4-methoxypiperidin-1-yl)pyrimidin-4-yl)amino)-8-((2R,3S)-2-methyl-3-(((trifluoromethyl)sulfonyl)methyl)azetidin-1-yl)isoquinolin-5-yl)pyrrolidin-1-yl)prop-2-en-1-one